COC=1C(=C2C=CNC2=C(C1)C)CN1C(CC2(CC(C2)C#N)CC1)C1=CC=C(C=C1)C(=O)N1CCN(CC1)C 7-((5-methoxy-7-methyl-1H-indol-4-yl)methyl)-6-(4-(4-methylpiperazine-1-carbonyl)phenyl)-7-azaspiro[3.5]nonane-2-carbonitrile